5-chloro-2-(4-chloro-2-fluoro-3-methoxyphenyl)-6-(5-propoxybenzazol-2-yl)pyrimidin-4-amine ClC=1C(=NC(=NC1C=1NC2=C(C1)C=C(C=C2)OCCC)C2=C(C(=C(C=C2)Cl)OC)F)N